C(C)OC(=O)C=1N=NN2C1C(=C(C=C2)C=2CCN(CC2)C(C(C)C)=O)C2=CC=C(C=C2)[N+](=O)[O-] (1-isobutyryl-1,2,3,6-tetrahydropyridin-4-yl)-4-(4-nitrophenyl)-[1,2,3]triazolo[1,5-a]pyridine-3-carboxylic acid ethyl ester